FC1=C(C=C(C=C1)F)S(=O)(=O)C 1,4-difluoro-2-mesyl-benzene